NC1=CC=C(OC2CC(C2)N2CCC(CC2)COC2=CC(=C3C(NC(=NC3=C2)CSC2CCOCC2)=O)F)C=C1 7-((1-(3-(4-aminophenoxy)cyclobutyl)piperidin-4-yl)methoxy)-5-fluoro-2-(((tetrahydro-2H-pyran-4-yl)thio)methyl)quinazolin-4(3H)-one